[Li+].C1(C=CC=C1)(C(=O)[O-])C(=O)[O-].C1(C=CC=C1)(C(=O)[O-])C(=O)[O-].[Li+].[Li+].[Li+] dicyclopentadienedicarboxylic acid lithium salt